C(C)(C)(C)OC(C(C)(C)OC=1C=C(C=C(C1)F)N1C[C@@H](CCC1)C(=O)OCC)=O ethyl (R)-1-(3-((1-(tert-butoxy)-2-methyl-1-oxopropan-2-yl)oxy)-5-fluorophenyl)piperidine-3-carboxylate